C(#N)C1=C(C=C(C=C1)NC(=O)[C@H]1[C@H]2C[C@@H]([C@@H]([C@@H]1C=1C(=NN(C1)C)C(F)(F)F)O2)O)C(F)(F)F |r| rac-(1r,2r,3s,4r,5s)-N-(4-cyano-3-(trifluoromethyl)phenyl)-5-hydroxy-3-(1-methyl-3-(trifluoromethyl)-1H-pyrazol-4-yl)-7-oxabicyclo[2.2.1]heptane-2-carboxamide